[Cl-].[Cl-].C[Si](=[Zr+2](C1C(=CC2=C(C=CC=C12)C1=CC=CC=C1)C)C1C(=CC2=C(C=CC=C12)C1=CC=CC=C1)C)C dimethylsilylenebis(2-methyl-4-phenyl-inden-1-yl)zirconium dichloride